N-(2-chloro-3-((3,5-dimethyl-4-oxo-3,4-dihydroquinazolin-8-yl)amino)phenyl)-3-fluoropropane-1-sulfonamide ClC1=C(C=CC=C1NC=1C=CC(=C2C(N(C=NC12)C)=O)C)NS(=O)(=O)CCCF